C(C)(C)(C)C=1C=CC=C(C1O)C(C)(C)C 3,5-di-t-butyl-4-hydroxy-benzol